5-(2-((3aR,5r,6aS)-5-benzyl-5-hydroxyhexa-hydrocyclopenta[c]pyrrol-2(1H)-yl)acetyl)indolin-2-one C(C1=CC=CC=C1)C1(C[C@@H]2[C@@H](CN(C2)CC(=O)C=2C=C3CC(NC3=CC2)=O)C1)O